Cl.ClC=1C=C(C=CC1OC1=CC=CC=C1)C#CC(C)NC(=O)N1CCNCC1 N-(4-(3-chloro-4-phenoxyphenyl)-but-3-yn-2-yl)piperazine-1-carboxamide hydrochloride